racemic-2-benzenesulfonyl-1-phenylethanol C1(=CC=CC=C1)S(=O)(=O)C[C@H](O)C1=CC=CC=C1 |r|